O=C1C(N([C@@H]2CC[C@H]12)C(=O)OCC1=CC=CC=C1)C(=O)OC 2-benzyl 3-methyl (1R,5S)-4-oxo-2-azabicyclo[3.2.0]heptane-2,3-dicarboxylate